C(C)(CC)[O-] sec-Butanolat